5-((4,5-dichloro-3',6'-dihydro-[3,4'-bipyridyl]-1'(2'H)-yl)methyl)-2-(2,4-dioxotetrahydropyrimidin-1(2H)-yl)isoindoline-1,3-dione ClC1=C(C=NC=C1Cl)C=1CCN(CC1)CC=1C=C2C(N(C(C2=CC1)=O)N1C(NC(CC1)=O)=O)=O